C1=CC=C(C=C1)CC(=O)NCC(=O)O The molecule is a N-acylglycine that is glycine substituted on nitrogen with a phenylacetyl group. It has a role as a mouse metabolite and a human metabolite. It is a monocarboxylic acid amide, a monocarboxylic acid and a N-acylglycine. It is a conjugate acid of a phenylacetylglycine(1-).